NC=1C=C2CN(CC2=CC1N)C(=O)OCC1=CC=CC=C1 benzyl 5,6-diaminoisoindoline-2-carboxylate